NC1=NN2C(C=3C(=CC=NC3C(=C2C(=O)OC)OCC2=CC=CC=C2)C2=CC(=CC=C2)Cl)=N1 Methyl 2-amino-6-(benzyloxy)-10-(3-chlorophenyl)-[1,2,4]triazolo[5,1-f][1,6]naphthyridine-5-carboxylate